N1CC(C1)N1C[C@@H]([C@H](CC1)N1N=C(C=2C1=NC=NC2N)C2=CC=C(C=C2)OC2=CC=CC=C2)F 1-[(3S,4S)-1-(azetidin-3-yl)-3-fluoro-4-piperidyl]-3-(4-phenoxyphenyl)pyrazolo[3,4-d]pyrimidin-4-amine